(5S)-1-acetyl-5-t-butyloxy-piperidine-2,2-dicarboxylic acid diethyl ester C(C)OC(=O)C1(N(C[C@H](CC1)OC(C)(C)C)C(C)=O)C(=O)OCC